2-(4-amino-7-bromo-1H-imidazo[4,5-d]thieno[3,2-b]pyridin-2-yl)ethanol NC1=C2C(=C3C(=N1)C=C(S3)Br)NC(=N2)CCO